F/C(=C/C(=O)NC=1C=C(C=CC1)C)/C1=CC=CC=C1 (E)-3-fluoro-3-phenyl-N-(m-tolyl)acrylamide